C(C)S(=O)(=O)C1=NC=CC=C1 2-(ethylsulfonyl)pyridine